C1(CCCC1)C1=CN=CC(=N1)NCC1=CC(=C(C=C1)C)C 6-cyclopentyl-N-(3,4-dimethylbenzyl)pyrazin-2-amine